isopropyl 2-((5-acrylamido-4-((2-(dimethylamino)ethyl)(methyl)amino)-2-methoxyphenyl)amino)-4-((1-(methylsulfonyl) indolin-7-yl)amino)pyrimidin-5-carboxylate C(C=C)(=O)NC=1C(=CC(=C(C1)NC1=NC=C(C(=N1)NC=1C=CC=C2CCN(C12)S(=O)(=O)C)C(=O)OC(C)C)OC)N(C)CCN(C)C